4-bromopyrimidin-5-amine BrC1=NC=NC=C1N